7-bromo-4-chloro-6-(4-methylpiperazin-1-yl)quinazoline BrC1=C(C=C2C(=NC=NC2=C1)Cl)N1CCN(CC1)C